COC1=CC=C(C=C1)C1=NC=2N(C(=C1)C(F)(F)F)N=C(C2)C(=O)O 5-(4-methoxyphenyl)-7-(trifluoromethyl)pyrazolo[1,5-a]pyrimidine-2-carboxylic acid